(S)-5-((1-(Methyl(3-oxo-3-(4-(5-(trifluoromethyl)pyrimidin-2-yl)piperazin-1-yl)propyl)amino)propan-2-yl)oxy)-4-(trifluoromethyl)pyridazin CN(C[C@H](C)OC=1C(=CN=NC1)C(F)(F)F)CCC(N1CCN(CC1)C1=NC=C(C=N1)C(F)(F)F)=O